(4S)-4-(2-iodoethyl)-2,2-dimethyl-1,3-dioxacyclopentane ICC[C@@H]1OC(OC1)(C)C